C1(CC1)CO[C@@H]1C[C@H](N(CC1)C(=O)OCC1=CC=CC=C1)C1=CC=C(C=C1)C(=O)OC benzyl (2S,4S)-4-(cyclopropylmethoxy)-2-(4-(methoxycarbonyl)phenyl)piperidine-1-carboxylate